[N-](S(=O)(=O)C(F)(F)F)S(=O)(=O)C(F)(F)F.C(CCCCCCCCC)N1C=NC=C1 1-decylimidazole bistrifluoromethanesulfonimide salt